α-chloroacetone CC(=O)CCl